CN(C(OC1=CC=C2C(=CC=NC2=C1)NC1=CN=NC(=C1)C1=C(C=CC(=C1)Cl)F)=O)CCN1CCN(CC1)C 4-{[6-(5-chloro-2-fluoro-phenyl)pyridazin-4-yl]amino}-quinolin-7-yl N-methyl-N-[2-(4-methylpiperazin-1-yl)-ethyl]carbamate